methyl-alanine hydrochloride salt Cl.CN[C@@H](C)C(=O)O